trans-4-(((trans-4-(3-Cyano-4-methoxyphenyl)cyclohexyl)methyl)(4-(2-isopropyloxazol-4-yl)pyridine-2-yl)carbamoyl)cyclohexyl 3-hydroxyazetidine-1-carboxylate OC1CN(C1)C(=O)O[C@@H]1CC[C@H](CC1)C(N(C1=NC=CC(=C1)C=1N=C(OC1)C(C)C)C[C@@H]1CC[C@H](CC1)C1=CC(=C(C=C1)OC)C#N)=O